C(C)OC1=CC=C(C=N1)C1=CN=CC(=N1)C(=O)NCCC=1C(=NC=C(C1)OC)F 6-(6-ethoxypyridin-3-yl)-N-(2-(2-fluoro-5-methoxypyridin-3-yl)ethyl)pyrazine-2-carboxamide